C(C)C1=CC(C(=CN1C)C(=O)N)=O 6-ethyl-1-methyl-4-oxopyridine-3-carboxamide